C1(CC1)C1=CC(=C(C=C1)NC1=CC(=NC=C1C(=O)NOCC)NC1=NC(=CC(=N1)C)C)N(S(=O)(=O)C)C 4-((4-cyclopropyl-2-(N-methyl-methanesulfonamido)phenyl)amino)-6-((4,6-dimethyl-pyrimidin-2-yl)amino)-N-ethoxynicotinamide